BrC=1C=2N(C(=NC1)N)C=CN2 8-bromoimidazo[1,2-c]pyrimidin-5-amine